C(#N)C1=C(OC2=CC=C3N=CC(=NC3=C2)[C@H]2COC3(C2)CCN(CC3)C(=O)OC(C)(C)C)C(=CC=C1NS(N(C)CC)(=O)=O)F tert-butyl (3s)-3-[7-[2-cyano-3-[[ethyl(methyl)sulfamoyl]amino]-6-fluoro-phenoxy]quinoxalin-2-yl]-1-oxa-8-azaspiro[4.5]decane-8-carboxylate